N-(4-(5-(2-(4-fluoropiperidin-1-yl)-6-methylpyridin-4-yl)-1,3,4-oxadiazol-2-yl)-3-(6-azaspiro[2.5]oct-6-yl)phenyl)-2-hydroxyethane-sulfonamide FC1CCN(CC1)C1=NC(=CC(=C1)C1=NN=C(O1)C1=C(C=C(C=C1)NS(=O)(=O)CCO)N1CCC2(CC2)CC1)C